hexafluoroisopropanol oxygen [O].FC(C(C(F)(F)F)O)(F)F